7-nitro-1,2,3-benzoxadiazolamide [N+](=O)([O-])C=1C=CC(=C2N=NOC21)C(=O)N